1-((2-(trimethylsilyl)ethoxy)methyl)piperidine-2,6-dione oxalic acid salt C(C(=O)O)(=O)O.C[Si](CCOCN1C(CCCC1=O)=O)(C)C